2-chloro-4-(4-chlorophenoxy)phenyl-oxirane ClC1=C(C=CC(=C1)OC1=CC=C(C=C1)Cl)C1OC1